CN(C/C=C/C(=O)N(C)[C@@H]1C[C@H](C1)OC1=C2C=NNC2=CC(=C1)C1=C(C=C(C=C1)O)Cl)C trans-(E)-4-(dimethylamino)-N-(3-((6-(2-chloro-4-hydroxyphenyl)-1H-indazol-4-yl)oxy)cyclobutyl)-N-methylbut-2-enamide